2,6-di-tert-butyl-4-(benzoyloxymethyl)phenol C(C)(C)(C)C1=C(C(=CC(=C1)COC(C1=CC=CC=C1)=O)C(C)(C)C)O